OCCNC(=O)C1CCC1 N-(2-hydroxyethyl)cyclobutane-1-carboxamide